N-(3,3-difluorocyclobutyl)-3-oxobutanamide FC1(CC(C1)NC(CC(C)=O)=O)F